N[C@@H]1[C@@H](OCC12CCN(CC2)C=2C(=NC(=CN2)SC2=CC=NC1=C2OC[C@H]2N1CCOC2)CO)C (3-((3S,4S)-4-amino-3-methyl-2-oxa-8-azaspiro[4.5]decan-8-yl)-6-(((S)-6a,7,9,10-tetrahydro-6H-[1,4]oxazino[4,3-d]pyrido[3,2-b][1,4]oxazin-4-yl)thio)pyrazin-2-yl)methanol